CC1=C(C=C(C(=O)NC2=CC(=CC=C2)C(F)(F)F)C=C1)NC1=C2C(=NC(=N1)C=1C=NC=CC1)N(N=C2)C 4-methyl-3-{[1-methyl-6-(3-pyridinyl)-1H-pyrazolo[3,4-d]pyrimidin-4-yl]amino}-N-[3-(trifluoromethyl)phenyl]benzamide